tert-Butyl 2-(4-(1-acetyl-1,2,3,6-tetrahydropyridin-4-yl)-3-carbamoyl-1H-pyrazol-1-yl)acetate C(C)(=O)N1CCC(=CC1)C=1C(=NN(C1)CC(=O)OC(C)(C)C)C(N)=O